[N+](=O)([O-])C1=CC=C(C(=O)N2CC3=CC=CC(=C3CC2)Br)C=C1 2-(4-nitrobenzoyl)-5-bromo-1,2,3,4-tetrahydroisoquinoline